Cl.COC(C[C@@H](C1=CC(=CC(=C1)Cl)Br)N)=O.NCC1=CC=C(C=C1)NC1=C(C=C(C=C1)N1CCC(CC1)(C)C)C(F)(F)F N-(4-(aminomethyl)phenyl)-4-(4,4-dimethylpiperidin-1-yl)-2-(trifluoromethyl)aniline methyl-(S)-3-amino-3-(3-bromo-5-chlorophenyl)propanoate hydrochloride